(2S)-2-(p-toluenesulfonyloxymethyl)morpholine-4-carboxylic acid tert-butyl ester C(C)(C)(C)OC(=O)N1C[C@H](OCC1)COS(=O)(=O)C1=CC=C(C)C=C1